3-[6,7-difluoro-1-(pyridin-3-ylmethyl)benzimidazol-2-yl]-4-methyl-1,2,5-oxadiazole FC=1C=CC2=C(N(C(=N2)C2=NON=C2C)CC=2C=NC=CC2)C1F